coumaranone C1C(=O)C2=CC=CC=C2O1